C(C)(C)(C)N1C(=NC2=C1C=C(C=C2)B2OC(C(O2)(C)C)(C)C)OC 1-(tert-butyl)-2-methoxy-6-(4,4,5,5-tetramethyl-1,3,2-dioxaborolan-2-yl)-1H-benzo[d]imidazole